C(CCCCC(=O)O)(=O)O.C(C=C)OCC=C diallyl ether adipate